6-((1S,2S)-2-(6-chloroimidazo[1,2-b]pyridazin-8-yl)cyclopropyl)benzo[d]thiazole ClC=1C=C(C=2N(N1)C=CN2)[C@@H]2[C@H](C2)C2=CC1=C(N=CS1)C=C2